C1(CC1)CNC(=O)N1C=NC(=C1)C1=CC=C(C=C1)OCC1=CC=C(C=C1)S(=O)(=O)C N-(cyclopropylmethyl)-4-(4-((4-(methylsulfonyl)benzyl)oxy)phenyl)-1H-imidazole-1-carboxamide